N-(2-(1H-pyrrolo[3,2-c]pyridin-3-yl)ethyl)-3-((4-fluorophenyl)ethynyl)-4-(((1-methyl-1H-pyrazol-3-yl)methyl)sulfonyl)benzamide N1C=C(C=2C=NC=CC21)CCNC(C2=CC(=C(C=C2)S(=O)(=O)CC2=NN(C=C2)C)C#CC2=CC=C(C=C2)F)=O